C1(=CC(=CC2=NC3=CC(=CC(=C3C=C12)C(=O)O)C(=O)O)C(=O)O)C(=O)O 1,3,6,8-acridinetetracarboxylic acid